COC1=CC=C(C=C1)NC=1C=CC2=C(N=C(O2)C=2C=NC=CC2)C1 N-(4-Methoxyphenyl)-2-(pyridin-3-yl)-1,3-benzoxazol-5-amine